CC1=CC=CC=C1C(=O)O The molecule is a methylbenzoic acid that is benzoic acid substituted by a methyl group at position 2. It has a role as a xenobiotic metabolite. It is a conjugate acid of an o-toluate.